N,N-dimethyl-3-(4-(2-(trifluoromethyl)phenyl)piperidine-1-carbonyl)-4,6,7,8-tetrahydropyrazolo[4,3-c]azepine-5(1H)-carboxamide CN(C(=O)N1CC2=C(CCC1)NN=C2C(=O)N2CCC(CC2)C2=C(C=CC=C2)C(F)(F)F)C